FC=1C=C(C=CC(=O)O)C=CC1 3-fluorocinnamic acid